CC1=C(C(=O)Cl)C(=CC(=C1)C)C C2,4,6-trimethylbenzoyl chloride